1-(3-(dimethylsulfamoyl)benzoyl)-N-(2-fluoro-4-(trifluoromethyl)benzyl)-D-prolinamide CN(S(=O)(=O)C=1C=C(C(=O)N2[C@H](CCC2)C(=O)NCC2=C(C=C(C=C2)C(F)(F)F)F)C=CC1)C